C(CCCCCCC\C=C/CCCCCCCC)SCCN(CCCO)CCCCCCCC\C=C/C\C=C/CCCCC 3-[(2-{[(Z)-Octadec-9-en-1-yl]thio}ethyl)[(9Z,12Z)-octadeca-9,12-dien-1-yl]amino]propan-1-ol